C(C1=CC=CC=C1)OC(=O)N1CC=2C3=C(C(NC2C(C1)=O)=O)SC(=C3)C=3C=NN(C3)C3OCCCC3 4,6-dioxo-8-(1-(tetrahydro-2H-pyran-2-yl)-1H-pyrazol-4-yl)-3,4,5,6-tetrahydrothieno[2,3-c][1,6]Naphthyridine-2(1H)-carboxylic acid benzyl ester